(7R)-1'-[7-(2,3-difluorophenyl)-6-methyl-pyrazolo[1,5-a]pyrazin-4-yl]-2-methoxy-spiro[5,7-dihydro-cyclopenta[b]pyridin-6,4'-piperidin]-7-amine FC1=C(C=CC=C1F)C1=C(N=C(C=2N1N=CC2)N2CCC1(CC2)CC=2C(=NC(=CC2)OC)[C@@H]1N)C